2-chloro-1,3,4,5,6,7,8-heptafluoronaphthalene ClC1=C(C2=C(C(=C(C(=C2C(=C1F)F)F)F)F)F)F